COC(=O)C=1SC(=C(C1)OCC1=C(C=C(C=C1C)F)C)Br 5-bromo-4-((4-fluoro-2,6-dimethylbenzyl)oxy)thiophene-2-carboxylic acid methyl ester